FC=1C=CC(=C(C1)C(C(=O)O)(C)C)OC 2-(5-fluoro-2-methoxyphenyl)-2-methylpropanoic acid